C(C)(C)(C)OC([C@@H](NC(N(N1C(C2=CC=CC=C2C1=O)=O)CC1=CC=CC=C1)=O)CC(N)=O)=O (benzyl-(1,3-dioxoisoindolin-2-yl)carbamoyl)-L-asparagine tert-butyl ester